CN1N=C(N=C1C(=O)N1[C@@H](C2=C(CC1)NC=N2)C2=NN1C(C(=CC=C1)C(F)(F)F)=C2)C(F)(F)F (S)-(1-methyl-3-(trifluoromethyl)-1H-1,2,4-triazol-5-yl)(4-(4-(trifluoromethyl)pyrazolo[1,5-a]pyridin-2-yl)-6,7-dihydro-1H-imidazo[4,5-c]pyridin-5(4H)-yl)methanone